1-(4-(benzyloxy)-6-methylpyrimidine-2-yl)ethan-1-one Methyl-1-(6-butyl-3-(1H-indol-5-yl)pyrazin-2-yl)piperidine-4-carboxylate COC(=O)C1CCN(CC1)C1=NC(=CN=C1C=1C=C2C=CNC2=CC1)CCCC.C(C1=CC=CC=C1)OC1=NC(=NC(=C1)C)C(C)=O